(E)-4-(tert-butyl)-N-(2-(3-(hydroxyamino)-3-oxoprop-1-en-1-yl)benzo[b]thiophen-5-yl)benzamide C(C)(C)(C)C1=CC=C(C(=O)NC2=CC3=C(SC(=C3)\C=C\C(=O)NO)C=C2)C=C1